3-(cyclopropylmethoxy)azetidine Methyl-5-chloro-4-methoxy-2-methylbenzoate COC(C1=C(C=C(C(=C1)Cl)OC)C)=O.C1(CC1)COC1CNC1